6-(4-fluorophenyl)-N-[(5-methyl-1,2,4-oxadiazol-3-yl)methyl]pyrido[2,3-d]pyrimidin-4-amine FC1=CC=C(C=C1)C1=CC2=C(N=CN=C2NCC2=NOC(=N2)C)N=C1